2-hydroxyethyl (5-(4,4,5,5-tetramethyl-1,3,2-dioxaborolan-2-yl)pyrimidin-2-yl)-D-prolinate CC1(OB(OC1(C)C)C=1C=NC(=NC1)N1[C@H](CCC1)C(=O)OCCO)C